C(C)(C)C1=C(NC2=CC=C(C=C12)C1CCC(CC1)N(CCS(=O)(=O)C)C)C=1C=C(C=2N(C1)N=CN2)OC 4-(3-isopropyl-2-(8-methoxy-[1,2,4]triazolo[1,5-a]pyridin-6-yl)-1H-indol-5-yl)-N-methyl-N-(2-(methylsulfonyl)ethyl)cyclohexylamine